N[C@@H](CNC1=NC(=C2C(=N1)N(N=C2)C)NC2=CC=C(C=C2)OC(F)F)C2=CC=CC=C2 N6-[(2R)-2-amino-2-phenyl-ethyl]-N4-[4-(difluoromethoxy)phenyl]-1-methyl-pyrazolo[3,4-d]pyrimidine-4,6-diamine